tert-Butyl (4-((4-carbamoyl-2-nitrophenyl)amino)butyl)carbamate C(N)(=O)C1=CC(=C(C=C1)NCCCCNC(OC(C)(C)C)=O)[N+](=O)[O-]